ethyl 5-bromo-6-(hydroxymethyl)pyridine-2-carboxylate BrC=1C=CC(=NC1CO)C(=O)OCC